CS(=O)(=O)COC=1C=C(C=CC1OC)C(CN1C(=CC(C=C1C)=O)C)=O 1-(2-(3-methylsulfonylmethoxy-4-methoxyphenyl)-2-oxoethyl)-2,6-dimethylpyridin-4(1H)-one